C1(=CC=CC=C1)C1=C2C=C3C(=C4C=5C=CC(=CC5C(C=C1)=C42)N(C4=CC=C(C=C4)C)C4=CC=C(C=C4)C)C=4C=C(C=C2C=C(C=C3C42)N(C4=CC=C(C=C4)C)C4=CC=C(C=C4)C)C4=CC=CC=C4 7,13-diphenyl-N,N,N',N'-tetrakis(4-methylphenyl)acenaphtho[1,2-a]fluoranthene-3,10-diamine